C(C1=CC=CC=C1)C1(N(CCC1)C1=NC(=CC(=C1)N1CCOCC1)OCC1=CC=C(C=C1)OC)C(=O)OC Methyl 2-benzyl-1-[6-[(4-methoxyphenyl)methoxy]-4-morpholino-2-pyridyl]pyrrolidine-2-carboxylate